O1C=CC2=C1C=CC(=C2)C=2C(=NC(=CN2)CCC(F)(F)F)N2CCC(CC2)C(=O)O 1-(3-(benzofuran-5-yl)-6-(3,3,3-trifluoropropyl)pyrazin-2-yl)piperidin-4-carboxylic acid